2-(6-fluoropyridin-2-yl)-10-hydroxy-7,7-dimethyl-5,12b-dihydro-1H,7H-chromeno[4,3-c][1,2,4]triazolo[1,2-a]Pyridazine FC1=CC=CC(=N1)N1CN2N(CC=C3C2C=2C=CC(=CC2OC3(C)C)O)C1